4-(((7-bromo-2,6-dichloro-8-fluoroquinazolin-4-yl)amino)methyl)pyrrolidin-2-one BrC1=C(C=C2C(=NC(=NC2=C1F)Cl)NCC1CC(NC1)=O)Cl